CS(=O)(=O)N1C=C(C=C1)C(=O)N (E)-1-methanesulfonylpyrrole-3-carboxamide